ClC1=C(CC=2NC=C(N2)C2=C(C=C(C=C2)Cl)Cl)C=CC(=C1)Cl 2-(2,4-dichlorobenzyl)-4-(2,4-dichlorophenyl)imidazole